1-[4-(1,3-benzothiazol-2-yloxy)-3-chlorophenyl]-3-(trifluoromethyl)pentan-3-ol S1C(=NC2=C1C=CC=C2)OC2=C(C=C(C=C2)CCC(CC)(O)C(F)(F)F)Cl